3-(2-(3,5-difluorophenyl)-4-isopropylthiazol-5-yl)-1-(4-((1-hydroxy-2-methylpropan-2-yl)oxy)-3-methylphenyl)propan-1-ol FC=1C=C(C=C(C1)F)C=1SC(=C(N1)C(C)C)CCC(O)C1=CC(=C(C=C1)OC(CO)(C)C)C